(R)-2-methyl-4-((((1-methyl-1H-imidazol-2-yl)methyl)thio)methyl)-N-(1-(2-(1-methyl-1H-pyrazol-4-yl)quinolin-4-yl)ethyl)benzamide CC1=C(C(=O)N[C@H](C)C2=CC(=NC3=CC=CC=C23)C=2C=NN(C2)C)C=CC(=C1)CSCC=1N(C=CN1)C